C(#N)C1=C(COC2=CC=C3CCN(CC3=C2)CC2=NC3=C(N2C[C@H]2OCC2)C=C(C=C3)C(=O)O)C=CC=C1 (S)-2-((7-((2-cyanobenzyl)oxy)-3,4-dihydroisoquinolin-2(1H)-yl)methyl)-1-((oxetan-2-yl)methyl)-1H-benzo[d]imidazole-6-carboxylic acid